(S)-2-(7-fluorobenzo[b]thiophene-2-carboxamido)-N1-(1-(2-(2-adamantylamino)-2-oxoethyl)-2-oxo-1,2-dihydropyridin-3-yl)-N6-methyl-5-oxohexanediamide FC1=CC=CC2=C1SC(=C2)C(=O)N[C@H](C(=O)NC=2C(N(C=CC2)CC(=O)NC2C1CC3CC(CC2C3)C1)=O)CCC(C(=O)NC)=O